CC1=NNC=C1C 3,4-dimethyl-pyrazole